4-(3-methoxypyridin-2-yl)-N1-methyl-N6-(pyridin-2-yl)-2,7-naphthyridine-1,6-diamine COC=1C(=NC=CC1)C1=CN=C(C2=CN=C(C=C12)NC1=NC=CC=C1)NC